C(C)NC(=O)NC1=NC2=C(N1)C=C(C=C2)C2=COC(=C2)CC2=NNC(C1=CC=CC=C21)=O 1-Ethyl-3-(6-(5-((4-oxo-3,4-dihydrophthalazin-1-yl)methyl)furan-3-yl)-1H-benzimidazol-2-yl)urea